(5'S,7a'R)-5'-(3,5-difluorophenyl)-1-(pyrrolo[1,2-a]pyrazin-1-yl)tetrahydro-3'H-spiro[piperidine-4,2'-pyrrolo[2,1-b]oxazol]-3'-one FC=1C=C(C=C(C1)F)[C@@H]1CC[C@H]2OC3(C(N21)=O)CCN(CC3)C=3C=2N(C=CN3)C=CC2